ClC1=C(C=CC(=C1)C(F)(F)F)NC(C(I)(F)F)=O N-(2-chloro-4-(trifluoromethyl)phenyl)-2,2-difluoro-2-iodoacetamide